2-(8-((2s,5r)-2-ethyl-5-methyl-4-(1-(2-methylbenzo[d]thiazol-6-yl)ethyl)piperazin-1-yl)-5-methyl-6-oxo-5,6-dihydroimidazo[1,2-b]pyridazin-2-yl)acetonitrile C(C)[C@@H]1N(C[C@H](N(C1)C(C)C1=CC2=C(N=C(S2)C)C=C1)C)C=1C=2N(N(C(C1)=O)C)C=C(N2)CC#N